C(#C)C1=CC2=C(C=3N(CCC2)C2=C(C3C3=CC(=C(C=C3)OC3=NC=CC(=N3)C)F)C(=NC=N2)N)C=N1 3-Ethynyl-13-(3-fluoro-4-((4-methylpyrimidin-2-yl)oxy)phenyl)-6,7-dihydro-5H-pyrido[3,4-c]pyrimido[5',4':4,5]pyrrolo[1,2-a]azepine-12-amine